CC1(OCCN(C1)CC1=CC=C(C=C1)C(C)N1C[C@@H](N(C[C@H]1C)C=1C2=C(N(C(N1)=O)C)C=CC(=N2)C#N)C)C 4-((2S,5R)-4-(1-(4-((2,2-Dimethylmorpholino)methyl)phenyl)ethyl)-2,5-dimethylpiperazin-1-yl)-1-methyl-2-oxo-1,2-dihydropyrido[3,2-d]pyrimidine-6-carbonitrile